2-Amino-4-methylpentanoic acid 7-[4-(4-benzo[b]thiophen-4-ylpiperazin-1-yl)butoxy]-2-oxo-2H-quinolin-1-ylmethyl ester S1C2=C(C=C1)C(=CC=C2)N2CCN(CC2)CCCCOC2=CC=C1C=CC(N(C1=C2)COC(C(CC(C)C)N)=O)=O